The molecule is a member of the class of 2,5-diketopiperazines that is piperazine-2,5-dione in which the two hydrogen at position 3 and those at position 6 are replaced by benzylidene and isobutylidene groups (the 3Z,6Z-geoisomer). It has a role as a metabolite. CC(C)/C=C\\1/C(=O)N/C(=C\\C2=CC=CC=C2)/C(=O)N1